N-(4-nitrophenyl)pyrimidine-2-sulfonamide [N+](=O)([O-])C1=CC=C(C=C1)NS(=O)(=O)C1=NC=CC=N1